Br\C(=C/C=C/C1(SCCCS1)C1=CC=C(C=C1)OC)\C1=CC=CC=C1 2-((1E,3Z)-4-bromo-4-phenylbuta-1,3-dien-1-yl)-2-(4-methoxyphenyl)-1,3-dithiane